1,3,4-tris-phenoxymethyl-tetrahydro-imidazo[4,5-d]imidazole-2,5-dione O(C1=CC=CC=C1)CN1C(N(C2C1NC(N2COC2=CC=CC=C2)=O)COC2=CC=CC=C2)=O